C(C(C)C)(=O)[O-].C(C(C)C)(=O)[O-].C(C(C)C)(=O)[O-].C(C(C)C)(=O)[O-].[Ti+4] titanium (IV) tetraisobutyrate